NC1=NC2=CC(=C(C=C2C=C1CO)C(=O)N(C1COC2=C1C=CC(=C2)C(F)(F)F)C)F 2-amino-7-fluoro-3-(hydroxymethyl)-N-methyl-N-(6-(trifluoromethyl)-2,3-dihydrobenzofuran-3-yl)quinoline-6-carboxamide